((2,4-dimethylphenyl)sulfonyl)-2-(naphthalen-1-yloxy)acetamide CC1=C(C=CC(=C1)C)S(=O)(=O)C(C(=O)N)OC1=CC=CC2=CC=CC=C12